2-(pyridin-2-yl)-1-(thiophen-2-yl)ethan-1-one boron difluoride [B](F)F.N1=C(C=CC=C1)CC(=O)C=1SC=CC1